C1(=CC=CC2=CC=CC=C12)C1=CC2=C(C3=CC=CC=C3C(=C2C=C1)C1=CC=CC=C1)C1=CC=CC2=CC=CC=C12 2,9-di(1-naphthyl)-10-phenylanthracene